FC=1C=C2C(=[N+](C1)[O-])NC=C2 5-fluoro-1H-pyrrolo[2,3-b]Pyridine 7-oxide